ClC1=CC=C(C=C1)C=1N=C(SC1)C12CC(C1)(C2)NC(=O)C=2OC(=CC2)C2(CC2)S(=O)(=O)C N-[3-[4-(4-chlorophenyl)thiazol-2-yl]-1-bicyclo[1.1.1]pentyl]-5-(1-methylsulfonyl-cyclopropyl)furan-2-carboxamide